BrC1=CC=C2C(=N1)SC=C2S(=O)(=O)NC2=NC=C(C(=N2)OC)OCC(F)F 6-bromo-N-[5-(2,2-difluoroethoxy)-4-methoxy-pyrimidin-2-yl]thieno[2,3-b]pyridine-3-sulfonamide